NC=1C2=C(N=CN1)C(=C(N2C2=CC(=C(C=C2)OC2=NC=CC(=N2)C)F)C=2CCN(CC2)C(=O)OC(C)(C)C)Br tert-butyl 4-(4-amino-7-bromo-5-(3-fluoro-4-((4-methylpyrimidin-2-yl) oxy) phenyl)-5H-pyrrolo[3,2-d]pyrimidin-6-yl)-3,6-dihydropyridine-1(2H)-carboxylate